morpholinouridine O1CCN(CC1)[C@@]1([C@H](O)[C@H](O)[C@@H](CO)O1)N1C(=O)NC(=O)C=C1